1-((2R,4S)-4-(4-Amino-3-((1-ethyl-4,6-difluoro-1H-benzo[d]imidazol-5-yl)ethynyl)-1H-pyrazolo[3,4-d]pyrimidin-1-yl)-2-((trifluoromethoxy)methyl)pyrrolidin-1-yl)prop-2-en-1-one NC1=C2C(=NC=N1)N(N=C2C#CC2=C(C1=C(N(C=N1)CC)C=C2F)F)[C@H]2C[C@@H](N(C2)C(C=C)=O)COC(F)(F)F